NC1=NC=C(C=C1OCC=1C=C(C=CC1)NC(C1=C(C=CC=C1)F)=O)Cl N-(3-(((2-amino-5-chloropyridin-3-yl)oxy)methyl)phenyl)-2-fluorobenzamide